Butyric acid 6-oxo-1-propyl-8-[1-(3-trifluoromethyl-benzyl)-1H-pyrazol-4-yl]-1,6-dihydro-purin-9-ylmethyl ester O=C1C=2N=C(N(C2N=CN1CCC)COC(CCC)=O)C=1C=NN(C1)CC1=CC(=CC=C1)C(F)(F)F